1-(4-tert-butylphenyl)propan-2-one C(C)(C)(C)C1=CC=C(C=C1)CC(C)=O